C(C)OC1=C(C(=O)NC(C)C2=NC(=CC=C2)C)C=C(C=C1)NC(C(C)C)=O 2-ethoxy-5-isobutyrylamino-N-(1-(6-methylpyridin-2-yl)ethyl)benzamide